5-bromo-6-(methoxymethyl)-2-oxo-1-phenyl-1,2-dihydropyridine-3-carboxamide dihydrochloride Cl.Cl.BrC=1C=C(C(N(C1COC)C1=CC=CC=C1)=O)C(=O)N